Cl.Cl.Cl.O=CCCCC(=O)O 5-oxopentanoate trihydrochloride